hexadecyl-octasiloxane C(CCCCCCCCCCCCCCC)[SiH2]O[SiH2]O[SiH2]O[SiH2]O[SiH2]O[SiH2]O[SiH2]O[SiH3]